4-Hydroxyvaleric acid benzyl ester C(C1=CC=CC=C1)OC(CCC(C)O)=O